FC1=C(C=2N(C=C1N=C(C1=CC=CC=C1)C1=CC=CC=C1)C=C(N2)C)C N-(7-fluoro-2,8-dimethylimidazo[1,2-a]pyridin-6-yl)-1,1-diphenylmethanimine